CN(CCN(C1=CC=C(C=C1)N)C)C 1-N-[2-(dimethylamino)ethyl]-1-N-methylbenzene-1,4-diamine